9,12,15-Octadecatrienoic acid, methyl ester C(CCCCCCCC=CCC=CCC=CCC)(=O)OC